3-((2'-(1H-tetrazol-5-yl)-[1,1'-biphenyl]-4-yl)methyl)-2-(4-azidobutyl)-1,3-diazaspiro[4.4]non-1-en-4-one N1N=NN=C1C1=C(C=CC=C1)C1=CC=C(C=C1)CN1C(=NC2(C1=O)CCCC2)CCCCN=[N+]=[N-]